5-(2-bromoethoxy)-1-[(cis)-3-hydroxy-3-methylcyclobutyl]-7-(trifluoromethyl)-1H-indazole-3-carbonitrile BrCCOC=1C=C2C(=NN(C2=C(C1)C(F)(F)F)C1CC(C1)(C)O)C#N